2-(pyrrolidin-1-yl)ethyl 6-(5-(6-methylpyridin-2-yl)-1H-pyrazol-4-yl)quinoline-3-carboxylate CC1=CC=CC(=N1)C1=C(C=NN1)C=1C=C2C=C(C=NC2=CC1)C(=O)OCCN1CCCC1